CC1=CC=C(C=N1)C1=NN2C(N=CC=C2)=C1C(=O)N[C@@H]1C(NC2=C(C(=N1)C1=CC=CC=C1)C=CC=C2)=O 2-(6-methylpyridin-3-yl)-N-[(3S)-2-oxo-5-phenyl-1,3-dihydro-1,4-benzodiazepine-3-Yl]pyrazolo[1,5-a]pyrimidine-3-carboxamide